2,3-dihydro-5-methoxy-2-[(4-methoxyphenyl)methylene]-1H-indenone COC=1C=C2CC(C(C2=CC1)=O)=CC1=CC=C(C=C1)OC